FC1=C(C=CC(=C1)C1=NC=NC2=CC(=C(C=C12)OC)OCCCN1CCN(CC1)C)NC(CC1=CC=C(C=C1)C(F)(F)F)=O N-(2-fluoro-4-(6-methoxy-7-(3-(4-methylpiperazin-1-yl)propoxy)quinazolin-4-yl)phenyl)-2-(4-(trifluoromethyl)phenyl)acetamide